CC(C)CCC[C@@H](C)[C@H]1CC[C@H]2[C@@H]3CC=C4C[C@@H](O)CC[C@]4(C)[C@H]3CC[C@]12C (3β)-cholesterol